[C-]#N.C(CCCCCCCCC)[NH+]1CCC(CC1)C 1-decyl-4-methylpiperidinium cyanide